methyl 2-(1-(tert-butoxycarbonyl)piperidin-4-yl)-4H-thieno[3,2-b]pyrrole-5-carboxylate C(C)(C)(C)OC(=O)N1CCC(CC1)C1=CC=2NC(=CC2S1)C(=O)OC